ClC1=C(OC2=C3C=4N(CC(NC4C=C2NC(C2=CC(=CC(=C2)C(F)(F)F)F)=O)=O)N=C3NC(=O)C3=C(C(=O)O)C=CC=C3)C=C(C=C1)F 2-((7-(2-chloro-5-fluorophenoxy)-8-(3-fluoro-5-(trifluoromethyl)benzamido)-2-oxo-2,3-dihydro-1H-pyrazolo[1,5,4-de]quinoxalin-6-yl)carbamoyl)benzoic acid